(S)-N-((S)-1-(((R)-2-amino-6,7-dihydro-5H-cyclopenta[b]pyridin-5-yl)amino)-1-oxopropan-2-yl)-4-(4-fluorophenyl)-1,2,5,6-tetrahydropyridin-2-carboxamide NC1=CC=C2C(=N1)CC[C@H]2NC([C@H](C)NC(=O)[C@H]2NCCC(=C2)C2=CC=C(C=C2)F)=O